1-Ethyl-3-methylimidazolinium-2-carboxylat C(C)[NH+]1C(N(CC1)C)C(=O)[O-]